CC(C#CC1=CC2=C(OC[C@@H](C(N2C)=O)NC(C2=NC=CC(=C2)OC=2C=NC=CC2)=O)C=C1)(C)C (S)-N-(7-(3,3-dimethylbut-1-yn-1-yl)-5-methyl-4-oxo-2,3,4,5-tetrahydrobenzo[b][1,4]oxazepin-3-yl)-4-(pyridin-3-yloxy)picolinamide